11-(benzyloxy)-7,8-dimethoxy-1,10-dioxo-N-(2,4,6-trifluorobenzyl)-1,3,4,5,6,7,8,10-octahydro-2,6a-methano[1,4]diazonino[9,1,2-cd]indolizine-9-carboxamide C(C1=CC=CC=C1)OC1=C2N3C4(C(C(C3=C(C1=O)C(=O)NCC1=C(C=C(C=C1F)F)F)OC)OC)CCCCN(C2=O)C4